1-((4-((3-(hydroxymethyl)-4-nitrobenzyl)amino)benzoyl)oxy)-2,5-dioxopyrrolidine-3-sulfonic acid sodium salt [Na+].OCC=1C=C(CNC2=CC=C(C(=O)ON3C(C(CC3=O)S(=O)(=O)[O-])=O)C=C2)C=CC1[N+](=O)[O-]